N-(2-(4-(4-isopropyl-5-(8-methoxy-[1,2,4]triazolo[1,5-a]pyridin-6-yl)-1H-pyrazol-3-yl)phenyl)propan-2-yl)tetrahydro-2H-pyran-4-amine C(C)(C)C=1C(=NNC1C=1C=C(C=2N(C1)N=CN2)OC)C2=CC=C(C=C2)C(C)(C)NC2CCOCC2